C(C1=CC=CC=C1)N1C=2N(C3=C(C1=O)CN(CC3)CC3=CC(=CC=C3)C#N)N=CC2 4-benzyl-7-(3-cyanobenzyl)-6,7,8,9-tetrahydropyrazolo[1,5-a]pyrido[3,4-e]pyrimidine-5(4H)-one